N1C(=NC2=C1C=CC=C2)CNC2=NC(=NC=1N2N=CC1Br)N1[C@H]2CN[C@@H](C1)C2 N-[(1H-benzimidazol-2-yl)methyl]-8-bromo-2-[(1R,4R)-2,5-diazabicyclo[2.2.1]heptan-2-yl]pyrazolo[1,5-a][1,3,5]triazin-4-amine